tert-Butyl 29-amino-3,6,9,12,15,18,21,24,27-nonaoxanonacosane-1-oate NCCOCCOCCOCCOCCOCCOCCOCCOCCOCC(=O)OC(C)(C)C